NN1C=NC(=C2N3C(N=C12)N(C(N3C)=O)CCN3CCN(CC3)C3=C(C=C(C=C3)OCCOC)F)C=3OC=CC3 5-amino-3-[2-[4-[2-fluoro-4-(2-methoxyethoxy)phenyl]piperazin-1-yl]ethyl]-8-(2-furyl)-1-methyl-[1,2,4]triazolo[5,1-f]purin-2-one